NCCOC(=O)NC1=NN(C2=C1C=NC(=C2)Cl)C=2C(=CC1=C(OCCN1C(=O)OC(C)(C)C)C2)OC tert-Butyl 7-(3-(((2-aminoethoxy)carbonyl)amino)-6-chloro-1H-pyrazolo[4,3-c]pyridin-1-yl)-6-methoxy-2,3-dihydro-4H-benzo[b][1,4]oxazine-4-carboxylate